C(C)S(=O)(=O)C=1C(=NC=CC1)C=1OC2=C(N1)C=C(C=C2)S(C(F)(F)F)(=NCC(F)(F)F)=O [2-(3-Ethylsulfonyl-2-pyridyl)-1,3-benzoxazol-5-yl]oxo(2,2,2-trifluoroethylimino)(trifluoromethyl)-λ6-sulfan